C1(CC1)C=1C=NN2C(=NC(=CC21)NC[C@H]2[C@@H](COCC2)O)NC2=CC(=CC=C2)F (3S,4S)-4-(((3-cyclopropyl-7-((3-fluorophenyl)amino)pyrazolo[1,5-c]pyrimidin-5-yl)amino)methyl)tetrahydro-2H-pyran-3-ol